1-[8-amino-6-(1-methylpyrazol-4-yl)cinnolin-3-yl]-3-isopropyl-urea NC=1C=C(C=C2C=C(N=NC12)NC(=O)NC(C)C)C=1C=NN(C1)C